(5,5'-dihydro-4,4'-dibutyl-2,2'-bithiazole) iridium (III) [Ir+3].C(CCC)C1=NC(SC1)=C1SCC(=N1)CCCC